CNC=1N=CC2=C(N1)NC=C2C2=CC=1N(C=C2)N=CC1C(=O)NC=1C=NC=CC1 5-(2-(methylamino)-7H-pyrrolo[2,3-d]pyrimidin-5-yl)-N-(pyridin-3-yl)pyrazolo[1,5-a]pyridine-3-carboxamide